3-(4-bromophenyl)-N-(1-(2-ethoxyethyl)-1H-pyrazol-4-yl)-1,2,4-thiadiazol-5-amine BrC1=CC=C(C=C1)C1=NSC(=N1)NC=1C=NN(C1)CCOCC